(1-allyl-7-bromo-2,2,3,3,6-pentafluoro-2,3-dihydro-1H-inden-1-yl)-2-methylpropan-2-sulfinamide C(C=C)C1(C(C(C2=CC=C(C(=C12)Br)F)(F)F)(F)F)CC(C)(S(=O)N)C